5-(1H-pyrazol-4-yl)-2-[6-(3,3,5,5-tetramethylpiperazin-1-yl)pyridazin-3-yl]pyridin-3-ol hydrochloride Cl.N1N=CC(=C1)C=1C=C(C(=NC1)C=1N=NC(=CC1)N1CC(NC(C1)(C)C)(C)C)O